(S)-1-(tert-Butyloxycarbonyl)-4,4-difluoropyrrolidine-2-carboxylic acid C(C)(C)(C)OC(=O)N1[C@@H](CC(C1)(F)F)C(=O)O